6-(2-amino-6-fluoro-5-(4-((3R,5S)-3,4,5-trimethylpiperazin-1-yl)phenyl)pyridin-3-yl)-4-fluoroisoquinolin-1(2H)-one NC1=NC(=C(C=C1C=1C=C2C(=CNC(C2=CC1)=O)F)C1=CC=C(C=C1)N1C[C@H](N([C@H](C1)C)C)C)F